CN1CCN(CC1)C1=CC=C(C=N1)C=1C=C(C=C2N=CC=NC12)N 8-(6-(4-methylpiperazin-1-yl)pyridin-3-yl)quinoxalin-6-amine